C1(CC1)C1=NC2=CC=C(C=C2C(=N1)N1CC(CC1)NC1=C(C=CC=C1)OC)N(CCO)C 2-({2-cyclopropyl-4-[3-(2-methoxy-phenylamino)-pyrrolidin-1-yl]-quinazolin-6-yl}-methyl-amino)-ethanol